3-((2S)-2-hydroxy-3-(8-(5-(1-methyl-1H-pyrazol-4-yl)pyridin-3-ylsulfonyl)-1-oxa-8-azaspiro[4.5]decan-3-ylamino)propoxy)-N-methylbenzenesulfonamide O[C@H](COC=1C=C(C=CC1)S(=O)(=O)NC)CNC1COC2(C1)CCN(CC2)S(=O)(=O)C=2C=NC=C(C2)C=2C=NN(C2)C